(S)-2-(2,2,7-trifluoro-3-oxo-6-(perfluorophenyl)-2,3-dihydro-4H-benzo[b][1,4]oxazin-4-yl)pentanoic acid FC1(C(N(C2=C(O1)C=C(C(=C2)C2=C(C(=C(C(=C2F)F)F)F)F)F)[C@H](C(=O)O)CCC)=O)F